CC=1C(=CC=2C(CCC(C2C1)(C)C)(C)C)C1(CC1)C1=CC=C(C=N1)C(=O)O 6-[1-(5,6,7,8-tetrahydro-3,5,5,8,8-pentamethyl-2-naphthyl)cyclopropyl]-3-pyridinecarboxylic acid